1-(bromomethyl)-2-ethoxybenzene BrCC1=C(C=CC=C1)OCC